C1(CC1)C1=CC(=C(C=C1)C(C)NC)F 1-(4-cyclopropyl-2-fluorophenyl)-N-methylethan-1-amine